(S) or (R)-5-chloro-2-fluoro-3-((1-((2-(1-hydroxyethyl)-4-methyl-6-oxo-1,6-dihydropyrimidin-5-yl)methyl)-2-oxo-4-(1,1,2,2-tetrafluoroethyl)-1,2-dihydropyridin-3-yl)oxy)benzonitrile ClC=1C=C(C(=C(C#N)C1)F)OC=1C(N(C=CC1C(C(F)F)(F)F)CC1=C(N=C(NC1=O)[C@H](C)O)C)=O |o1:31|